6-(4-Cyclopropyl-3-methylphenyl)-4-oxo-4,5-dihydropyrazolo[1,5-a]pyrazine-2-carboxylic acid C1(CC1)C1=C(C=C(C=C1)C=1NC(C=2N(C1)N=C(C2)C(=O)O)=O)C